4-methyl-N-[(E)-2,2,2-trifluoroethylideneamino]benzenesulfonamide CC1=CC=C(C=C1)S(=O)(=O)N/N=C/C(F)(F)F